ClC1=C(C=CC(=C1)Cl)S 2,4-dichlorothiophenol